capric acid dilaurate C(CCCCCCCCCCC)(=O)O.C(CCCCCCCCCCC)(=O)O.OC(=O)CCCCCCCCC